ethyl (3S)-3-[[3-(3,5-difluoroanilino)-2-methyl-3-oxo-propanoyl]amino]butanoate FC=1C=C(NC(C(C(=O)N[C@H](CC(=O)OCC)C)C)=O)C=C(C1)F